3-(2-Boronoethyl)-2-hydroxy-6-({1-[(3R)-3-hydroxy-L-prolyl]azetidin-3-yl}oxy)benzoic acid B(O)(O)CCC=1C(=C(C(=O)O)C(=CC1)OC1CN(C1)C([C@H]1NCC[C@H]1O)=O)O